methyl 7-(((3S,5R)-3,5-dimethylpiperidin-1-yl) methyl)-3-methyl-1-((2-(trimethylsilyl) ethoxy) methyl)-1H-pyrrolo[3,2-b]pyridine-5-carboxylate C[C@@H]1CN(C[C@@H](C1)C)CC1=C2C(=NC(=C1)C(=O)OC)C(=CN2COCC[Si](C)(C)C)C